N-(4-(methoxymethyl)benzyl)-2-(piperidin-4-yloxy)acetamide COCC1=CC=C(CNC(COC2CCNCC2)=O)C=C1